COC=1C=C(C=CC1)C=1C=C(N)C=CC1 3-(3-methoxyphenyl)aniline